C(C1=CC=CC=C1)OC1=NOC(=C1)COC=1C=C(C=C2C(=NC=NC12)N[C@H](C)C=1C=NC(=NC1)C(F)(F)F)C1=CC=C(C=C1)F (R)-8-((3-(benzyloxy)isoxazol-5-yl)methoxy)-6-(4-fluorophenyl)-N-(1-(2-(trifluoromethyl)pyrimidin-5-yl)ethyl)quinazolin-4-amine